ClC=1C=C(CN2CCC(CC2)CN2N=NC(=C2)C2=C(NC3=CC=C(C=C23)F)C(=O)OCC(C)C)C=CC1C1=C2C=CNC2=CC=C1 Isobutyl 3-(1-((1-(3-chloro-4-(1H-indol-4-yl)benzyl)piperidin-4-yl)methyl)-1H-1,2,3-triazol-4-yl)-5-fluoro-1H-indole-2-carboxylate